ClC1=C(C=C(C=C1N)C)NC1=C(C=CC=C1)OC(F)F 2-chloro-N1-(2-(difluoromethoxy)phenyl)-5-methylbenzene-1,3-diamine